The molecule is a disaccharide consisting of a beta-D-galactopyranose residue joined to a D-xylopyranose residue by a (1->4) glycosidic bond. Used to diagnose hypolactasia (lactose intolerance as a result of lactase deficiency) via presence of D-xylose after cleavage by lactase. It has a role as a diagnostic agent. It derives from a beta-D-galactose and a D-xylopyranose. C1[C@H]([C@@H]([C@H](C(O1)O)O)O)O[C@H]2[C@@H]([C@H]([C@H]([C@H](O2)CO)O)O)O